Dodecanoic acid chloride C(CCCCCCCCCCC)(=O)Cl